N[C@H](C(=O)N)CN1N=NC(=C1C)C (S)-2-amino-3-(4,5-dimethyl-1H-1,2,3-triazol-1-yl)propanamide